methyl 3-(N-(4-(5-(3,5-dichlorophenyl)-5-(trifluoromethyl)-4,5-dihydroisoxazol-3-yl)-2-methylbenzoyl)-3,4-dimethylphenylsulfonimidoyl)propanoate ClC=1C=C(C=C(C1)Cl)C1(CC(=NO1)C1=CC(=C(C(=O)N=S(=O)(C2=CC(=C(C=C2)C)C)CCC(=O)OC)C=C1)C)C(F)(F)F